3-isopropoxy-azetidine-1-carboxamide C(C)(C)OC1CN(C1)C(=O)N